2-Ethylbutyl ((S)-(((2R,3S,5R)-5-(6-amino-2-fluoro-9H-purin-9-yl)-2-ethynyl-3-(((nonyloxy)carbonyl)oxy) tetrahydrofuran-2-yl)methoxy)(phenoxy)phosphoryl)-L-phenylalaninate NC1=C2N=CN(C2=NC(=N1)F)[C@H]1C[C@@H]([C@@](O1)(C#C)CO[P@](=O)(OC1=CC=CC=C1)N[C@@H](CC1=CC=CC=C1)C(=O)OCC(CC)CC)OC(=O)OCCCCCCCCC